tert-butyl 3-[3-(difluoromethyl)-2-pyridyl]-2,5-dihydropyrrole-1-carboxylate FC(C=1C(=NC=CC1)C=1CN(CC1)C(=O)OC(C)(C)C)F